(1R,3S)-3-[3-({[2-methoxy-5-(methylsulfonyl)pyridin-4-yl]acetyl}amino)-1H-pyrazol-5-yl]cyclopentylpropylcarbamate COC1=NC=C(C(=C1)CC(=O)NC1=NNC(=C1)[C@@H]1C[C@H](CC1)CCCNC([O-])=O)S(=O)(=O)C